tert-butyl 4-(7-(8-ethynyl-3-(methoxymethoxy)naphthalen-1-yl)-8-fluoropyrido[4,3-d]pyrimidin-4-yl)piperazine-1-carboxylate C(#C)C=1C=CC=C2C=C(C=C(C12)C1=C(C=2N=CN=C(C2C=N1)N1CCN(CC1)C(=O)OC(C)(C)C)F)OCOC